3-(3-(1,1-difluoro-2-hydroxyethylsulfonyl)phenoxy)propan-2-ol FC(CO)(S(=O)(=O)C=1C=C(OCC(C)O)C=CC1)F